6-((1,4-dioxan-2-yl)methoxy)-2-(2-(4-(ethoxy-d5)phenyl)ethyl-1,1,2,2-d4)-3-ethylpyridin-4-ol O1C(COCC1)COC1=CC(=C(C(=N1)C(C([2H])([2H])C1=CC=C(C=C1)OC(C([2H])([2H])[2H])([2H])[2H])([2H])[2H])CC)O